4-(3-(4-methoxypyridin-2-yl)pyrazolo[1,5-a]pyrimidin-5-yl)piperazine-1-carboxylic acid isopropyl ester C(C)(C)OC(=O)N1CCN(CC1)C1=NC=2N(C=C1)N=CC2C2=NC=CC(=C2)OC